C1(=CC=CC=C1)C(=NC=1C=C2C=CC(=NC2=CC1)C1=CC=CC=C1)C1=CC=CC=C1 1,1-Diphenyl-N-(2-phenylquinoline-6-yl)methaneimine